2,2-DIPHENYLVINYLBORONIC ACID C1(=CC=CC=C1)C(=CB(O)O)C1=CC=CC=C1